3-chloro-4-((6-chloro-5-((2-(trimethylsilyl)ethoxy)methyl)-5H-pyrrolo[2,3-b]pyrazin-2-yl)thio)pyridin-2-amine ClC=1C(=NC=CC1SC=1N=C2C(=NC1)N(C(=C2)Cl)COCC[Si](C)(C)C)N